N-(1-(1-(2,6-dichlorophenyl)ethyl)-3-methyl-1H-pyrazol-4-yl)-5-(furan-2-yl)isoxazole-3-carboxamide ClC1=C(C(=CC=C1)Cl)C(C)N1N=C(C(=C1)NC(=O)C1=NOC(=C1)C=1OC=CC1)C